COC(C1=NC=CC=C1COC1=C(C=C(C=C1)C(F)(F)F)Cl)=O ((2-chloro-4-(trifluoromethyl)phenoxy)methyl)picolinic acid methyl ester